N1-(2-(1H-1,2,4-triazol-1-yl)ethyl)-N4-benzyl-2-(thiophen-2-yl)benzene-1,4-diamine N1(N=CN=C1)CCNC1=C(C=C(C=C1)NCC1=CC=CC=C1)C=1SC=CC1